C(CCCC)C1=C(C=C(O)C=C1)O 4-pentyl-resorcinol